Cl.C(C1=CC=CC=C1)OC(NC=1C(=NN(C1)C1CCC(CC1)N)OCCOC(C)C)=O N-{3-[2-(prop-2-yloxy)ethoxy]-1-[(1r,4r)-4-aminocyclohexyl]-1H-pyrazol-4-yl}carbamic acid benzyl ester hydrochloride